methylspiro[cyclobutane-1,3'-indoline] CN1CC2(C3=CC=CC=C13)CCC2